CCCCC(CC)C1(C(C(=CC=C1)O)CCCCCC)O 3-5-Heptyl-2-hexylbenzene-1,3-diol